(R)-4-{(R)-1-[7-(3,4,5-trimethoxy-phenyl)-[1,6]naphthyridin-5-yloxy]-ethyl}pyrrolidine-2-on COC=1C=C(C=C(C1OC)OC)C1=NC(=C2C=CC=NC2=C1)O[C@H](C)[C@@H]1CC(NC1)=O